C(C)OC1=C(C(=CC=C1)OCC)B(O)O 2,6-diethoxyphenylboronic acid